COC=1C(=C2C=CNC2=C(C1)C)CN1[C@H](C[C@@H](CC1)OCC1OCC1)C1=CC=C(C(=O)O)C=C1 4-((2r,4r)-1-((5-methoxy-7-methyl-1H-indol-4-yl)methyl)-4-(oxetan-2-ylmethoxy)piperidin-2-yl)benzoic acid